NC1=NC2=CC(=CC=C2C=C1F)CN(C(=O)C=1C=NC(=CC1)C)C1=C(C=C(C=C1)Cl)S(=O)(=O)C N-[(2-amino-3-fluoroquinolin-7-yl)methyl]-N-(4-chloro-2-methanesulfonylphenyl)-6-methylpyridine-3-carboxamide